(4aR,8aS)-6-[4-[(2-chloro-4-fluoro-phenoxy)methyl]-3-methyl-piperidine-1-carbonyl]-4,4a,5,7,8,8a-hexahydropyrido[4,3-b][1,4]oxazin-3-one ClC1=C(OCC2C(CN(CC2)C(=O)N2C[C@@H]3[C@@H](OCC(N3)=O)CC2)C)C=CC(=C1)F